Cl.OC=1C=CC=2C[C@@H]3[C@@H]4CCC(C[C@@]4(C2C1)CCN3CCOC)=O 3-Hydroxy-17-(2-methoxyethyl)morphinan-6-one hydrochloride salt